methanesulfonic acid, hydrochloride Cl.CS(=O)(=O)O